O=C1NC=CC2=C(C=CC=C12)N1N=CC(=C1C(F)(F)F)C(=O)NC=1C=NC(=C(C1)C(F)(F)F)C1OCCC1 1-(1-oxo-1,2-dihydroisoquinolin-5-yl)-N-(6-(tetrahydrofuran-2-yl)-5-(trifluoromethyl)pyridin-3-yl)-5-(Trifluoromethyl)-1H-pyrazole-4-carboxamide